4-mercaptobutane SCCCC